Di-Lauroyl peroxide C(CCCCCCCCCCC)(=O)OOC(CCCCCCCCCCC)=O